N5-Ethyl-1-(4-methoxyphenyl)-N5-(1-(3-oxomorpholino)piperidin-4-yl)-1H-pyrazole-3,5-dicarboxamide C(C)N(C(=O)C1=CC(=NN1C1=CC=C(C=C1)OC)C(=O)N)C1CCN(CC1)N1C(COCC1)=O